CN(C)CC1=C(C=CC(=N1)NC1=CC2=C(C=N1)SC(=N2)C2=C(C=CC=C2C)F)N2CCOCC2 6-[(Dimethylamino)methyl]-N-[2-(2-fluoro-6-methylphenyl)-[1,3]thiazolo[5,4-c]pyridin-6-yl]-5-(morpholin-4-yl)pyridin-2-amine